5-ETHYL-1H-INDAZOL-4-YL-BORONIC ACID C(C)C=1C(=C2C=NNC2=CC1)B(O)O